2,2-Dimethyl-4-(4-methylpiperazin-1-yl)-N-(4-phenylbutyl)piperidine-1-carboxamide tert-Butyl-2,2-dimethyl-4-(4-methylpiperazin-1-yl)piperidine-1-carboxylate C(C)(C)(C)OC(=O)N1C(CC(CC1)N1CCN(CC1)C)(C)C.CC1(N(CCC(C1)N1CCN(CC1)C)C(=O)NCCCCC1=CC=CC=C1)C